C1(CC1)N1N=NC=2C=NC=C(C21)N 1-Cyclopropyl-1H-[1,2,3]triazolo[4,5-c]pyridin-7-amine